C(CCCC)(=O)O.FC(C(C(C)(C)C)=O)F difluoropinacolone valerate